C(#N)C1=C(OC2=CC=C3N=CC(=NC3=C2)C2COC3(C2)CCN(CC3)C(=O)[O-])C(=CC=C1NS(N(C)CC)(=O)=O)F 3-[7-[2-cyano-3-[[ethyl(methyl)sulfamoyl]amino]-6-fluoro-phenoxy]quinoxalin-2-yl]-1-oxa-8-azaspiro[4.5]decane-8-carboxylate